FC(CN1N=CC=2C1=NC(=NC2)N2CC1(CN(C1)C1=NC(=NC(=C1)C)C)CC2)F 6-[1-(2,2-difluoroethyl)-1H-pyrazolo[3,4-d]pyrimidin-6-yl]-2-(2,6-dimethylpyrimidin-4-yl)-2,6-diazaspiro[3.4]octane